CC1=CC(=NC=C1C=1N2C(C3=CC(=NC=C3C1)NC)=CC=N2)C(CC)O 1-(4-Methyl-5-(9-(methylamino)pyrazolo[5,1-a][2,6]naphthyridin-5-yl)pyridin-2-yl)propan-1-ol